1,4-difluoroanthraquinone FC1=CC=C(C=2C(C3=CC=CC=C3C(C12)=O)=O)F